C(\C=C\C(=O)O)(=O)O.NC1=C(N=C(C(=N1)N1CCC2(CC1)[C@@H](C1=CC=CC=C1C2)N)F)SC2=C(C(=NC=C2)N)Cl (S)-1'-(6-amino-5-((2-amino-3-chloropyridin-4-yl)thio)-3-fluoropyrazin-2-yl)-1,3-dihydro-spiro[indene-2,4'-piperidine]-1-amine fumarate salt